di(isobutyl)-2,2'-[oxybis(methylene)]bis-2-propenoate C(C(C)C)OC(C(=C)COCC(C(=O)OCC(C)C)=C)=O